N-(5-(cyclohexylmethyl)pyridin-2-yl)-1-methyl-6-oxo-1,6-dihydropyridazine-3-carboxamide C1(CCCCC1)CC=1C=CC(=NC1)NC(=O)C1=NN(C(C=C1)=O)C